C(#N)/C(/C(=O)NC[C@H]1OC([C@@H]([C@H]([C@@H]1O)O)O)O)=C\C1=CC2=CC=C(C=C2C=C1)N1CCCCC1 (E)-2-cyano-3-(6-(piperidin-1-yl)naphthalen-2-yl)-N-(((2R,3S,4S,5R)-3,4,5,6-tetrahydroxytetrahydro-2H-pyran-2-yl)methyl)acrylamide